(S)-8-((4-chlorophenyl)sulfonyl)-3-(2-(4-(p-tolyl)piperazin-1-yl)ethyl)-2-oxa-8-azaspiro[4.5]decan-1-one ClC1=CC=C(C=C1)S(=O)(=O)N1CCC2(C[C@H](OC2=O)CCN2CCN(CC2)C2=CC=C(C=C2)C)CC1